S(=O)([O-])[O-].[K+].S(=O)(O)O.[NH4+] ammonium sulfite potassium sulfite